C1(CC1)C(=O)Cl cyclopropane-carbonyl chloride